ClC1=CC=C(C=C1)[C@@H](NC(=O)N1[C@@H](C(NCC1)=O)C)C1=NC(=CC=C1)C(F)(F)F (2R)-N-((R)-(4-chlorophenyl)(6-(trifluoromethyl)pyridin-2-yl)methyl)-2-methyl-3-oxopiperazine-1-carboxamide